C(C=C)C1=C(C(=CC=C1OC)[N+](=O)[O-])NC(OC)=O methyl (2-allyl-3-methoxy-6-nitrophenyl)carbamate